FC1=C(C=C(C=C1)S(=O)(=O)NC)C=1N=CN(C1)C 4-fluoro-N-methyl-3-(1-methylimidazol-4-yl)benzenesulfonamide